C(#N)CNC(C1=C(C=C(C=C1)C1=NC(=NC=C1)NC1=CC=C(C=C1)N1CCOCC1)C)=O N-(cyanomethyl)-2-methyl-4-(2-(4-morpholinophenyl-amino)pyrimidin-4-yl)benzamide